tert-butyl-(3S,4S)-3-[3-[5-fluoro-2-(4-fluorophenyl)-1H-indol-3-yl]propanoylamino]-4-hydroxy-pyrrolidine C(C)(C)(C)N1C[C@@H]([C@H](C1)O)NC(CCC1=C(NC2=CC=C(C=C12)F)C1=CC=C(C=C1)F)=O